bis(hydroxymethyl)-styrene OCC(=CC1=CC=CC=C1)CO